CN([Sn](N(C)C)(N(C)C)CCCNC=C)C N,N,N',N',N'',N''-hexamethyl-1-(3-(vinylamino)propyl)stannanetriamine